C(C)(C)(C)OC(=O)N1CCC(CC1)C=1OC2=C(N1)C=C(C=C2)N2C(CCC2)=O 4-[5-(2-Oxopyrrolidin-1-yl)-1,3-benzoxazol-2-yl]piperidine-1-carboxylic acid tert-butyl ester